N-(5-(pyrrolidin-1-ylsulfonyl)pyridin-2-yl)-1H-indol-5-amine N1(CCCC1)S(=O)(=O)C=1C=CC(=NC1)NC=1C=C2C=CNC2=CC1